nickel cobalt manganese magnesium iron [Fe].[Mg].[Mn].[Co].[Ni]